2-(N,5-dimethyl-1H-indazole-7-sulfonamido)-N-(1-ethyl-2-oxo-1,2-dihydropyridin-4-yl)acetamide CN(S(=O)(=O)C=1C=C(C=C2C=NNC12)C)CC(=O)NC1=CC(N(C=C1)CC)=O